ClCC1=NC=C(C(=C1)OC)OC 2-(chloromethyl)-4,5-dimethoxy-pyridine